1,4-bis(2-oxazoline-2-yl)benzene O1C(=NCC1)C1=CC=C(C=C1)C=1OCCN1